C(C(C)C)C1(C(=CC(C(=C1C(=O)O)C(=O)O)C)C)CC(C)C di-isobutyl-3,5-dimethyl-1,4-cyclohexadiene-1,2-dicarboxylic acid